OCCNC(=O)C(=O)NCCO N,N'-bis(hydroxyethyl)oxamid